C(C)(=O)ON(CC(=O)O)C(C)=O acetoxy-acetylglycine